NC1=NC2=CC(=C(C=C2C=N1)Cl)[C@@H]1[C@H](CN(CC1)C(=O)OC(C)(C)C)F |r| (3R,4R) and (3S,4S)-tert-butyl 4-(2-amino-6-chloroquinazolin-7-yl)-3-fluoropiperidine-1-carboxylate